Benzyl (R)-(2-methyl-1-(1-methyl-2-oxopiperidin-3-yl)propan-2-yl)carbamate CC(C[C@@H]1C(N(CCC1)C)=O)(C)NC(OCC1=CC=CC=C1)=O